N1C(CCC2=CC=CN=C12)=O 3,4-dihydro-1H-1,8-naphthyridin-2-one